2-hydroxyethanesulfonyl-amide OCCS(=O)(=O)[NH-]